ClC=1SC(=CN1)CN1C=CC=C2C1=NC(N(C2=O)CC#N)=O 2-(8-((2-chlorothiazol-5-yl)methyl)-2,4-dioxo-4,8-dihydropyrido[2,3-d]pyrimidin-3(2H)-yl)acetonitrile